C1(CCC1)NC(=O)C1=C(OC=2N=CN=C(C21)NC2(CC2)C)C N-Cyclobutyl-6-methyl-4-[(1-methylcyclopropyl)amino]furo[2,3-d]pyrimidine-5-carboxamide